O1CCN(CC1)CCOC=1C=C(C=2N(C1)N=CC2C#N)B2OC(C(O2)(C)C)(C)C 6-(2-morpholinoethoxy)-4-(4,4,5,5-tetramethyl-1,3,2-dioxaborolan-2-yl)pyrazolo[1,5-a]pyridine-3-carbonitrile